N-(tert-Butyldimethylsilyl)-2-cyclopropyl-2H-1,2,3-triazole-4-sulfonamide [Si](C)(C)(C(C)(C)C)NS(=O)(=O)C1=NN(N=C1)C1CC1